N-benzyl-N-cyclohexylcarbodiimide C1CCC(CC1)N=C=NCC2=CC=CC=C2